N-[9-[(2R,6S)-3,5-dihydroxy-6-(hydroxymethyl)-6-(triisopropylsilyloxymethyl)-1,4-di-oxan-2-yl]-6-oxo-1H-purin-2-yl]-2-methyl-propanamide OC1[C@@H](O[C@](C(O1)O)(CO[Si](C(C)C)(C(C)C)C(C)C)CO)N1C=2N=C(NC(C2N=C1)=O)NC(C(C)C)=O